C(C)(C)(C)C1=CC=C(C(=O)NC(C(=O)O)=CC2=CSC=C2)C=C1 2-(4-(tert-butyl)benzamido)-3-(thiophen-3-yl)acrylic acid